isopropyl 5-((5-((5-chloropyridin-2-yl) methoxy)-1,3,4-thiadiazol-2-yl)carbamoyl)-4-(2-methoxyphenyl)picolinate ClC=1C=CC(=NC1)COC1=NN=C(S1)NC(=O)C=1C(=CC(=NC1)C(=O)OC(C)C)C1=C(C=CC=C1)OC